FC(C1=NN=C(O1)C=1C=CC(=NC1)CN(S(=O)(=O)CCCN1CCCC1)C1=CC=CC=C1)F N-((5-(5-(difluoromethyl)-1,3,4-oxadiazol-2-yl)pyridin-2-yl)methyl)-N-phenyl-3-(pyrrolidin-1-yl)propane-1-sulfonamide